N-(4-(4-amino-7-cyano-3-(4-(cyclopentyloxy)phenyl)-1-methyl-1H-pyrrolo[3,2-c]pyridin-2-yl)phenyl)acrylamide NC1=NC=C(C2=C1C(=C(N2C)C2=CC=C(C=C2)NC(C=C)=O)C2=CC=C(C=C2)OC2CCCC2)C#N